COC1=CC(=C(C=C1)/C=C/C(=O)OC)C methyl (E)-3-(4-methoxy-2-methylphenyl)acrylate